C(CCC)C(C(O)CC1(COC1)CC)(COCC1(COC1)CC)CC 2-butyl-2-ethyl-1,3-O-bis[(3-ethyloxetan-3-yl)methyl]-propane-1,3-diol